4-(((R)-3,3-dimethyltetrahydro-2H-pyran-4-yl)amino)quinoline-3-carbonitrile CC1(COCC[C@H]1NC1=C(C=NC2=CC=CC=C12)C#N)C